5,6-dimethoxybenzothiophene COC=1C(=CC2=C(C=CS2)C1)OC